1-(4-((2-(3-((4-(ethylsulfonyl)-2-methoxyphenyl)amino)prop-1-yn-1-yl)-1-(2,2,2-trifluoroethyl)-1H-indol-4-yl)amino)piperidin-1-yl)-3-methoxypropan C(C)S(=O)(=O)C1=CC(=C(C=C1)NCC#CC=1N(C2=CC=CC(=C2C1)NC1CCN(CC1)CCCOC)CC(F)(F)F)OC